N1CCC(CC1)CN1CCN(CCC1)C1=CC=C(C=N1)[C@@H]1C(NC(CC1)=O)=O |r| rac-(3R)-3-{6-[4-(piperidin-4-ylmethyl)-1,4-diazepan-1-yl]pyridin-3-yl}piperidine-2,6-dione